1-((5-nitrofuran-2-yl)methyl)pyridinyl bromide [N+](=O)([O-])C1=CC=C(O1)CN1C(C=CC=C1)Br